NC1=C2C(NNC(C2=C(C(=C1OC)OC)OC)=O)=O 5-amino-6,7,8-trimethoxy-2,3-dihydro-1,4-phthalazinedione